tert-butyl 4-(3-ethynylazetidin-1-yl)piperidine-1-carboxylate C(#C)C1CN(C1)C1CCN(CC1)C(=O)OC(C)(C)C